Tert-butyl N-tert-butoxycarbonyl-N-(5,5-dimethyl-6,7-dihydrocyclopenta[d]pyridazin-4-yl)carbamate C(C)(C)(C)OC(=O)N(C(OC(C)(C)C)=O)C=1C2=C(C=NN1)CCC2(C)C